COC1=C(C(=O)NCC=2SC(=NN2)C=2N(C3=CC=CC(=C3C2)NC2CCN(CC2)C)CC(F)(F)F)C=CC=C1 2-methoxy-N-[(5-{4-[(1-methylpiperidin-4-yl)amino]-1-(2,2,2-trifluoroethyl)-1H-indol-2-yl}-1,3,4-thiadiazol-2-yl)methyl]benzamide